C(C)OC1=C(CNCC2CCN(CC2)C(=O)OC(C)(C)C)C=C(C=C1)F tert-butyl 4-(((2-ethoxy-5-fluorobenzyl)amino)methyl)piperidine-1-carboxylate